CN1N=C(C=2N=C(NC(C21)=O)C=2C=C(C=CC2OCCC)S(=O)(=O)NCCC2N(C=CC=N2)C)CCC 3-(1-methyl-7-oxo-3-propyl-6,7-dihydro-1H-pyrazolo[4,3-d]pyrimidin-5-yl)-N-[2-(1-methylpyrimidin-2-yl)ethyl]-4-propoxybenzenesulfonamide